ClC=1C=C(C=CC1Cl)C=1N(C(=CC(C1C(=O)OCC)=O)CN1N=NC=C1)CC ethyl 2-(3,4-dichlorophenyl)-1-ethyl-4-oxo-6-(triazol-1-ylmethyl)pyridine-3-carboxylate